N[C@@H]1C2=CC=CC=C2CC12CCN(CC2)C=2NC(C1=C(N2)NN=C1C=1C2=CN3C(N=C2CC(C1)(C)C)=NN=C3)=O (S)-6-(1-amino-1,3-dihydrospiro[indene-2,4'-piperidin]-1'-yl)-3-(8,8-dimethyl-8,9-dihydro-[1,2,4]triazolo[3,4-b]quinazolin-6-yl)-1,5-dihydro-4H-pyrazolo[3,4-d]pyrimidin-4-one